O=C1NC(CCC1N1C(C2=CC(=C(C=C2C1)CN1CCN(CC1)C1CCN(CC1)C1=NC(=C(C(=O)N)C=C1)C1=CC=C(C=C1)OC1=CC=CC=C1)F)=O)=O 6-(4-(4-((2-(2,6-dioxopiperidin-3-yl)-6-fluoro-1-oxoisoindolin-5-yl)methyl)piperazine-1-yl)piperidin-1-yl)-2-(4-phenoxyphenyl)nicotinamide